4-[8-amino-5-chloro-3-[(3R)-3-piperidinyl]imidazo[1,5-a]pyrazin-1-yl]-N-[4-(trifluoromethyl)-2-pyridinyl]benzamide NC=1C=2N(C(=CN1)Cl)C(=NC2C2=CC=C(C(=O)NC1=NC=CC(=C1)C(F)(F)F)C=C2)[C@H]2CNCCC2